3-(4-amino-6-((R)-2-(methoxymethyl)azetidin-1-yl)pyrido[3,4-d]pyrimidin-8-yl)-2,4-dimethylphenol NC=1C2=C(N=CN1)C(=NC(=C2)N2[C@H](CC2)COC)C=2C(=C(C=CC2C)O)C